4-((1-(4-(isobutyl)piperidine-1-carbonyl)cyclopentyl)amino)benzonitrile C(C(C)C)C1CCN(CC1)C(=O)C1(CCCC1)NC1=CC=C(C#N)C=C1